C(CCCCCCC\C=C/CCCCCCCC)(=O)O.C(CCCCCCC\C=C/C\C=C/CCCCC)(=O)OC Methyl (12R)-linoleate oleate